COC(C(F)(F)C1=C(C(=CC=C1Cl)Cl)OC)=O 2-(3,6-dichloro-2-methoxy-phenyl)-2,2-difluoro-acetic acid methyl ester